3-bromo-6-fluoro(1,2,4)triazolo(4,3-a)pyridine BrC1=NN=C2N1C=C(C=C2)F